CN(C=1C(=CC=CC1)SC)C N,N-dimethylthioanisolamine